(S)-2-(3-benzyl-3-methylureido)-5,5-dimethylhexanoic acid C(C1=CC=CC=C1)N(C(N[C@H](C(=O)O)CCC(C)(C)C)=O)C